S(=O)(=O)(O)[O-].C[NH3+] monomethylammonium hydrogen sulfate